COC(=O)[C@H]1[C@@H]([C@@H]([C@H]2O[C@H](OC[C@H]2O1)C1=CC=CC=C1)O)OC(C)=O (2S,4aR,6R,7R,8R,8aR)-7-acetoxy-8-hydroxy-2-phenylhexahydropyrano[3,2-d][1,3]dioxine-6-carboxylic acid methyl ester